CC1=CC=C(CC(C(=O)NC=2C=CC=C3C=CC=NC23)C=C)C=C1 2-(4-methylbenzyl)-N-(quinolin-8-yl)but-3-enamide